FC=1C=C(C=CC1OC1=C2C(=NC=C1)NC(N2C(C)C)=O)NC(=O)C=2C=NN(C2C(F)(F)F)C2=NC=C(C=C2)C N-(3-fluoro-4-((1-isopropyl-2-oxo-2,3-dihydro-1H-imidazo[4,5-b]pyridine-7-yl)oxy)phenyl)-1-(5-methylpyridine-2-yl)-5-(trifluoromethyl)-1H-pyrazole-4-carboxamide